ClC1=C(C(=CC=C1)C)NC(=O)C1=CN=C(S1)NC1=NC(=NC(=C1)N1CCN(CC1)C(CCCCNC1=C2CN(C(C2=CC=C1)=O)C1C(NC(CC1)=O)=O)=O)C N-(2-chloro-6-methylphenyl)-2-((6-(4-(5-((2-(2,6-dioxopiperidin-3-yl)-1-oxoisoindolin-4-yl)amino)pentanoyl)piperazin-1-yl)-2-methylpyrimidin-4-yl)amino)thiazole-5-carboxamide